CC/C(/C(=O)O)=C\C(=O)O methyl-mesaconic acid